1-methyl-N-(4,5,6-trifluoro-1,3-benzothiazol-2-yl)cycloheptane-1-carboxamide ammonium [NH4+].CC1(CCCCCC1)C(=O)NC=1SC2=C(N1)C(=C(C(=C2)F)F)F